FC=1C=NC=C(C1C(C1=CC=C(C=C1)SC(F)(F)F)F)N1N=CC=N1 3-Fluoro-4-[fluoro[4-[(trifluoromethyl)thio]phenyl]methyl]-5-(2H-1,2,3-triazol-2-yl)pyridine